5,5'-bis(3-mercaptopropyl)-2,2'-bis(3-mercaptobutoxy)-3,3'-dimethoxybiphenyl SCCCC=1C=C(C(=C(C1)C1=C(C(=CC(=C1)CCCS)OC)OCCC(C)S)OCCC(C)S)OC